N-(4-((4-((5-amino-7-(butylamino)-2H-pyrazolo[4,3-d]pyrimidin-2-yl)methyl)-3,5-dimethoxybenzyl)(methyl)amino)-4-oxobutyl)stearamide NC=1N=C(C=2C(N1)=CN(N2)CC2=C(C=C(CN(C(CCCNC(CCCCCCCCCCCCCCCCC)=O)=O)C)C=C2OC)OC)NCCCC